3-(7-(4-fluorobenzoyl)-5-hydroxy-5-phenyl-2,3-dihydro-1H-pyrrolo[1,2-a]imidazol-6(5H)-ylidene)chroman-2,4-dione FC1=CC=C(C(=O)C=2C(C(N3C2NCC3)(C3=CC=CC=C3)O)=C3C(OC2=CC=CC=C2C3=O)=O)C=C1